2-(6-(4-((1S,4S)-2,5-diazabicyclo[2.2.1]heptane-2-yl)phenyl)-4-fluoro-1-oxoisoindolin-2-yl)-2-(6,7-dihydro-5H-pyrrolo[1,2-c]imidazol-1-yl)-N-(thiazol-2-yl)acetamide [C@@H]12N(C[C@@H](NC1)C2)C2=CC=C(C=C2)C2=CC(=C1CN(C(C1=C2)=O)C(C(=O)NC=2SC=CN2)C2=C1N(C=N2)CCC1)F